diprenyl trisulfide C(C=C(C)C)SSSCC=C(C)C